C1(CCCCC1)[C@@H](C)N1C=NC2=CC=C(C=C2C1=O)OC1=CC(=NC=C1)C=1C=NN(C1)C 3-[(1R)-1-cyclohexylethyl]-6-{[2-(1-methylpyrazol-4-yl)-4-pyridyl]oxy}quinazolin-4-one